azidocyclobutan-1-ol N(=[N+]=[N-])C1(CCC1)O